8-oxo-methylpurine O=C1N=C2N=C(N=CC2=N1)C